CC(C(C(C(CC)O)O)O)O 2,3,4,5-heptanetetraol